C(C)(=O)C1=C(NC2=C(C=CC(=C2C1=O)Cl)Br)SCC1=CC(=CC(=C1)F)F 3-acetyl-8-bromo-5-chloro-2-((3,5-difluorobenzyl)thio)quinolin-4(1H)-one